C(=O)=COC=CC=1C(NC(N([C@H]2[C@H](O)[C@H](O)[C@@H](CO)O2)C1)=O)=O 5-(2-carbonylmethoxyvinyl)uridine